isododecenylsuccinic acid CC(C)CCCCCCCC=CC(CC(=O)O)C(=O)O